FC(C1CC2NC(C1)C2)(F)F cis-3-(trifluoromethyl)-6-azabicyclo[3.1.1]heptane